(R)-3-methyl-4-(7-(1-methyl-1H-pyrazol-5-yl)-2-(1-toluenesulfonyl-1H-pyrrolo[2,3-b]pyridin-4-yl)thieno[3,2-d]pyrimidin-4-yl)morpholine C[C@H]1N(CCOC1)C=1C2=C(N=C(N1)C1=C3C(=NC=C1)N(C=C3)S(=O)(=O)CC3=CC=CC=C3)C(=CS2)C2=CC=NN2C